5-Methoxy-N-Methyl-N-Isopropyltryptamine COC1=CC=C2NC=C(CCN(C(C)C)C)C2=C1